COC1=CC=C(C2=C1C=C(S2)C(=O)N(CC2=CC(=NC=C2)C)CCC(=O)NC)C2=CN(C(C=C2)=O)C 4-methoxy-N-[3-(methylamino)-3-oxopropyl]-7-(1-methyl-6-oxo-3-pyridyl)-N-[(2-methyl-4-pyridyl)methyl]benzothiophene-2-carboxamide